5-chloro-2-(methoxymethyl)-7,8-dihydro-6H-spiro[[1,3]oxazolo[5,4-f]quinazoline-9,1'-cyclohexan]-7-one ClC=1C=C2C(=C3C1NC(NC31CCCCC1)=O)OC(=N2)COC